3-{5-amino-6-[1-(2,6-dichloro-3-fluoro-phenyl)-ethoxy]-pyrazin-2-yl}-N-(1-methyl-piperidin-4-yl)-benzamide NC=1N=CC(=NC1OC(C)C1=C(C(=CC=C1Cl)F)Cl)C=1C=C(C(=O)NC2CCN(CC2)C)C=CC1